3-(5-cyclopropyl-4-(5-methylpyridin-2-yl)isoxazol-3-yl)-1-isopropyl-1H-pyrazolo[4,3-c]pyridin-4-amine C1(CC1)C1=C(C(=NO1)C1=NN(C2=C1C(=NC=C2)N)C(C)C)C2=NC=C(C=C2)C